7-bromo-6-methyl-5-nitro-1H-indazole BrC=1C(=C(C=C2C=NNC12)[N+](=O)[O-])C